4'-hydroxybiphenyl-4-carbonitrile OC1=CC=C(C=C1)C1=CC=C(C=C1)C#N